2,2'-dithiodiethanol diacrylate C(C=C)(=O)O.C(C=C)(=O)O.C(CSSCCO)O